(2-bromo-4-isocyano-1H-pyrrol-1-yl)-3,3-dimethyl-butyric acid methyl ester COC(C(C(C)(C)C)N1C(=CC(=C1)[N+]#[C-])Br)=O